8-(4-acetylpiperazin-1-yl)-3-(5-(1-cyanocyclopropyl)-1,3,4-thiadiazol-2-yl)-N-(1-methylcyclopropyl)imidazo[1,2-a]pyridine-6-sulfonamide C(C)(=O)N1CCN(CC1)C=1C=2N(C=C(C1)S(=O)(=O)NC1(CC1)C)C(=CN2)C=2SC(=NN2)C2(CC2)C#N